ClC1=CC=C(C(=N1)C(=N)NO)N[C@H](C)C1=CC(=CC=2N=C3OC[C@@H]4COCCN4C3=NC12)F 6-chloro-3-[[(1R)-1-[(7S)-14-fluoro-5,9-dioxa-2,11,18-triazatetracyclo[8.8.0.02,7.012,17]octadeca-1(18),10,12(17),13,15-pentaen-16-yl]ethyl]amino]-N-hydroxy-pyridine-2-carboxamidine